CN(CCCOC(=O)OC(C(=O)OCCCCCC(OC(CCCCCC)CCCCCCCC)=O)CCC(=O)OCCCCCC(OC(CCCCCC)CCCCCCCC)=O)C Bis(6-oxo-6-(pentadecan-7-yloxy)hexyl) 2-(((3-(dimethylamino)propoxy)carbonyl)oxy)pentanedioate